4,5-diaminophthalhydrazide NC=1C=C2C(C(=O)NNC2=O)=CC1N